N,N'-bis(3-aminopropyl)pentane-1,5-diamine NCCCNCCCCCNCCCN